OC1=C(C=CC=C1)C(C=CC1=CC(=C(C=C1)OCC1=CC=CC=C1)OCOC)=O 1-(2-Hydroxyphenyl)-3-[3-(methoxymethoxy)-4-phenylmethoxyphenyl]prop-2-en-1-one